O1C(CCC1)CCC(=O)O 3-(tetrahydrofuran-2-yl)propionic acid